ethyl-1H-1,2,4-triazol-5(4H)-one C(C)N1N=CNC1=O